CCCCCCCCC/C=C\CCCCCCCC(=O)O[C@H](COC(=O)CCCCCCC/C=C\C/C=C\CCCCC)COP(=O)([O-])OCC[N+](C)(C)C 1-(9Z,12Z-octadecadienoyl)-2-(9Z-nonadecenoyl)-glycero-3-phosphocholine